NC=1C=CC(=C(C1)S(=O)(=O)N(C)C)C#N 5-amino-2-cyano-N,N-dimethylbenzenesulfonamide